OC1=C(C(=C2CCC(OC2=C1)C1=CC=CC=C1O)OC)C 7,6'-dihydroxy-5-methoxy-6-methylflavan